4-amino-1-(4-bromo-2-fluorophenyl)-3-isopropyl-1H-pyrazole-5-carboxamide NC=1C(=NN(C1C(=O)N)C1=C(C=C(C=C1)Br)F)C(C)C